COC(=O)C1=NC2=CC=C(C=C2C(=C1)CO)Br 6-bromo-4-(hydroxymethyl)quinoline-2-carboxylic acid methyl ester